4-chloro-1-(tosyl)pyrrole ClC=1C=CN(C1)S(=O)(=O)C1=CC=C(C)C=C1